(E)-6-((4-(2-(5-cyclopropyl-3-(3,5-dichloropyridin-4-yl)isoxazol-4-yl)vinyl)-2-oxabicyclo[2.2.2]oct-1-yl)methoxy)-4-(difluoromethoxy)quinoline-2-carboxylic acid C1(CC1)C1=C(C(=NO1)C1=C(C=NC=C1Cl)Cl)/C=C/C12COC(CC1)(CC2)COC=2C=C1C(=CC(=NC1=CC2)C(=O)O)OC(F)F